7-isobutyl-8-methyl-6,7,8,9-tetrahydro-3H-pyrazolo[3,4-H]isoquinoline C(C(C)C)C1N(CC=2C3=C(C=CC2C1)NN=C3)C